C(#N)C1=CC=C(CNC(=O)C2=NN(C=3C(N(CCC32)CC3(CC3)S(=O)(=O)C3CC(C3)O)=O)C)C=C1 N-(4-Cyanobenzyl)-6-((1-(((1s,3s)-3-hydroxycyclobutyl)sulfonyl)cyclopropyl)methyl)-1-methyl-7-oxo-4,5,6,7-tetrahydro-1H-pyrazolo[3,4-c]pyridine-3-carboxamide